1-methyl-1H-imidazole-4-carboxamide CN1C=NC(=C1)C(=O)N